CON(C(=O)C=1OC(=CC1)C(C)N1CCCCC1)C N-methoxy-N-methyl-5-(1-(piperidin-1-yl)ethyl)furan-2-carboxamide